4-(6-(dimethylamino)-3-oxo-2-(5-phenyl-thiophene-2-yl)-3H-xanthen-9-yl)isophthalic acid CN(C=1C=C2OC3=CC(C(=CC3=C(C2=CC1)C1=C(C=C(C(=O)O)C=C1)C(=O)O)C=1SC(=CC1)C1=CC=CC=C1)=O)C